Cl.C(C)C1=CC=C(C=C1)N1N=CC(=C1)C=1C=C2C(=CNC2=CC1)N 5-(1-(4-ethylphenyl)-1H-pyrazol-4-yl)-1H-indol-3-amine hydrochloride